(4R)-4-methyl-1,1-dioxo-3,4-dihydro-2H-5,1λ6,2-benzoxathiazepin-7-ol C[C@@H]1CNS(C2=C(O1)C=C(C=C2)O)(=O)=O